CC1=CC=C(C=C1)S(=O)(=O)OC1=CC(=C(C(=C1C(=O)N1CC2=CC=C(C=C2C1)CN1CCNCC1)OCC1=CC=CC=C1)C)OS(=O)(=O)C1=CC=C(C=C1)C.N1(CCOCC1)CCC(=O)C=1C(OC2=CC(=CC(=C2C1)C)C1=CC=C(C=C1)C(C)=O)=O 3-(3-morpholinyl-propionyl)-5-methyl-7-(4-acetylphenyl)coumarin 5-(benzyloxy)-4-methyl-6-(5-(piperazin-1-ylmethyl)-isoindoline-2-carbonyl)-1,3-phenylene bis(4-methylbenzenesulfonate)